C1(CC1)C1=C(C#N)C(=CC=C1)OC1CN(C1)C(=O)N1CC2(C1)CC(C2)N2N=C(N=C2)C2CC2 2-cyclopropyl-6-[1-[6-(3-cyclopropyl-1,2,4-triazol-1-yl)-2-azaspiro[3.3]heptane-2-carbonyl]azetidin-3-yl]oxy-benzonitrile